C(=O)(O)C(O)C(O)C(=O)O.C(C)N(C(=O)[C@H]1CN([C@@H]2CC=3C4=C(C2=C1)C=CC=C4NC3)CCF)CC.C(C)N(C(=O)[C@H]3CN([C@@H]4CC=1C2=C(C4=C3)C=CC=C2NC1)CCF)CC (6aR,9R)-N,N-diethyl-7-(2-fluoroethyl)-4,6,6a,7,8,9-hexahydroindolo[4,3-fg]quinoline-9-carboxamide hemitartrate